fluoro-2-(2-methoxyethoxy)benzonitrile FC=1C(=C(C#N)C=CC1)OCCOC